4-(2,7-diazaspiro[3.5]nonan-2-yl)-6-(2,2,2-trifluoroethyl)pyrido[3,4-d]pyrimidine C1N(CC12CCNCC2)C=2C1=C(N=CN2)C=NC(=C1)CC(F)(F)F